(2S,4S)-2-((6-bromopyridin-2-yl)carbamoyl)-4-methylpyrrolidine-1-carboxylic acid tert-butyl ester C(C)(C)(C)OC(=O)N1[C@@H](C[C@@H](C1)C)C(NC1=NC(=CC=C1)Br)=O